ClC=1C=CC2=C(CC(CC=3N2C(=NN3)[C@@H]3CC[C@H](CC3)OC3=NC=CC=C3)NC3CCC3)C1 8-chloro-N-cyclobutyl-1-[trans-4-(pyridin-2-yloxy)cyclohexyl]-5,6-dihydro-4H-[1,2,4]triazolo[4,3-a][1]benzazepin-5-amine